CN(C(OC(C)(C)C)=O)CCCOC=C Tert-Butyl N-methyl-N-(3-vinyloxypropyl)carbamate